7-(2,7-dimethyl-2H-indazol-5-yl)-3-(4-methylpiperazin-1-yl)quinazolin-4(3H)-one CN1N=C2C(=CC(=CC2=C1)C1=CC=C2C(N(C=NC2=C1)N1CCN(CC1)C)=O)C